C(C)OCOCCCC(CC(CC(CC(CC(CC(CC(CCCCl)C)C)C)C)C)C)C 19-chloro-4,6,8,10,12,14,16-heptamethylnonadecyl ethoxymethyl ether